FC(C(=O)O)(F)F.N1=CN=C(C2=C1NC=C2)C=2C=NN(C2)C(CC#N)C2=CC(=CC=C2)OC(F)(F)F 3-[4-(7H-pyrrolo[2,3-d]pyrimidin-4-yl)-1H-pyrazol-1-yl]-3-[3-(trifluoromethoxy)phenyl]propane-nitrile trifluoroacetate